BrC1=CC(=C(OCCOCC2OC(OC2)(C)C)C=C1)OC 4-((2-(4-bromo-2-methoxyphenoxy)ethoxy)methyl)-2,2-dimethyl-1,3-dioxolane